2,4-decandienal C(C=CC=CCCCCC)=O